C(#N)NC(=NC1=CC(=C(C=C1)OC1=CC=CC=C1)C)S(=O)(=O)C N-cyano-N'-(3-methyl-4-phenoxyphenyl)(methylsulfonyl)formamidine